(3r,4r)-1-(1-((5-(difluoromethyl)-1,3,4-thiadiazol-2-yl)methyl)-4,6-difluoro-1H-benzo[d]imidazol-2-yl)-4-fluoropiperidin-3-amine FC(C1=NN=C(S1)CN1C(=NC2=C1C=C(C=C2F)F)N2C[C@H]([C@@H](CC2)F)N)F